ClC=1C=C(C=CC1Cl)N1C2CN(CC1CC2)C(=O)N2C(C=CC1=CC(=CC=C21)[N+](=O)[O-])=O (8-(3,4-dichlorophenyl)-3,8-diazabicyclo[3.2.1]octane-3-carbonyl)-6-nitroquinolin-2(1H)-one